O1C2=C(OCC1)C=C(C=C2)C2=C(OC(=O)C1C(C(C1C1=C(C=CC=C1)OC)C(=O)O)C1=C(C=CC=C1)OC)C=CC=C2 3-[2-(2,3-dihydrobenzo[b][1,4]dioxin-6-yl)phenoxycarbonyl]-2,4-bis(2-methoxyphenyl)cyclobutane-1-carboxylic acid